3-chloro-1-(cyclopropylmethyl)-6-methoxy-pyrido[2,3-b]Pyrazin-2-one ClC=1C(N(C2=C(N1)N=C(C=C2)OC)CC2CC2)=O